C1(CC1)C1=NNC2=CC=C(C(=C12)C1=CC(=C(C=C1)S(=O)(=O)C)C(F)F)S(=O)(=O)C 3-cyclopropyl-4-(3-(difluoromethyl)-4-(methylsulfonyl)phenyl)-5-(methylsulfonyl)-1H-indazole